9-isopropyl-N-(2-methoxyphenyl)-2-phenyl-9H-purin-6-amine C(C)(C)N1C2=NC(=NC(=C2N=C1)NC1=C(C=CC=C1)OC)C1=CC=CC=C1